chloro-2,4'-biphenyl ClC1=C(C=CC=C1)C1=CC=CC=C1